N1-(2-aminoethyl)-N4-[6-(6-aminopyrazin-2-yl)imidazo[1,2-a]pyrazin-8-yl]-N1-methyl-benzene-1,4-diamine hydrochloride Cl.NCCN(C1=CC=C(C=C1)NC=1C=2N(C=C(N1)C1=NC(=CN=C1)N)C=CN2)C